5-(8-fluoro-2-methylimidazo[1,2-a]pyridin-6-yl)-2-[3-(4-methylpiperazin-1-yl)-1,2,4-triazin-6-yl]phenol dihydrochloride Cl.Cl.FC=1C=2N(C=C(C1)C=1C=CC(=C(C1)O)C1=CN=C(N=N1)N1CCN(CC1)C)C=C(N2)C